4,5-dimethoxy-2-((2,2,2-trifluoroethoxy)methyl)aniline COC1=CC(=C(N)C=C1OC)COCC(F)(F)F